6-dioleylamino-1,3,5-triazine-2,4-dithiol C(CCCCCCC\C=C/CCCCCCCC)N(C1=NC(=NC(=N1)S)S)CCCCCCCC\C=C/CCCCCCCC